(E)-cyclooct-4-enol C1(CC\C=C\CCC1)O